N=1N(N=C2C1C=CC=C2)C=2C=C(C=C(C2O)C(C)(C)C)CCC(=O)O 3-(2-benzotriazolyl)-4-hydroxy-5-tertiary butyl-benzenepropionic acid